(R)-1-(6-(4-(4-(Trifluoromethyl)phenoxy)phenyl)pyridin-2-yl)ethan-1,2-diol FC(C1=CC=C(OC2=CC=C(C=C2)C2=CC=CC(=N2)[C@H](CO)O)C=C1)(F)F